CO/C(/C(=O)O)=C\C 2-METHOXYCROTONIC ACID